((7R)-7-Amino-2-azabicyclo[2.2.1]heptan-2-yl)(2-(1-(cyclopropylmethyl)-6-(4-methoxypiperidin-1-yl)-1H-pyrrolo[2,3-b]pyridin-2-yl)-3-methylpyrazolo[1,5-a]pyridin-6-yl)methanone N[C@H]1C2N(CC1CC2)C(=O)C=2C=CC=1N(C2)N=C(C1C)C1=CC=2C(=NC(=CC2)N2CCC(CC2)OC)N1CC1CC1